AMINO-TRIAZOLOPYRAZIN NC1=NC2=C(N=C1)NN=N2